Cl.N[C@@H]1CC[C@H](OC1)CN1CCC2(CN(C2)C2=NC=NC=C2OC2=C(C(=O)N(C(C)C)C3CC3)C=C(C=C2)F)CC1 ((4-(7-(((2S,5R)-5-aminotetrahydro-2H-pyran-2-yl)methyl)-2,7-diazaspiro[3.5]nonan-2-yl)pyrimidin-5-yl)oxy)-N-cyclopropyl-5-fluoro-N-isopropylbenzamide, hydrochloride